disodium (2R)-2-{[(carboxylatomethyl)(methyl)carbamoyl]amino}-3-{[(2E)-3,7,11,15-tetramethylhexadec-2-en-1-yl]sulfanyl}propanoate C(=O)([O-])CN(C(=O)N[C@H](C(=O)[O-])CSC\C=C(\CCCC(CCCC(CCCC(C)C)C)C)/C)C.[Na+].[Na+]